tristearyl-trimellitic acid C(CCCCCCCCCCCCCCCCC)C=1C(=C(C(=C(C1C(=O)O)C(=O)O)CCCCCCCCCCCCCCCCCC)C(=O)O)CCCCCCCCCCCCCCCCCC